[Cl-].[Cl-].ClC1=CC=C(C=C1)C(=[Zr+2](C1=C(C(=CC=2C3=CC(=C(C=C3CC12)C(C)(C)C)C(C)(C)C)C(C)(C)C)C(C)(C)C)C1C=CC=C1)C1=CC=C(C=C1)Cl di-(p-chlorophenyl)methylene(cyclopentadienyl)(2,3,6,7-tetra-tert-butylfluorenyl)zirconium dichloride